CC1(CN(CC=C1B1OC(C(O1)(C)C)(C)C)C(C)=O)C 1-(3,3-dimethyl-4-(4,4,5,5-tetramethyl-1,3,2-dioxaborolan-2-yl)-3,6-dihydropyridin-1(2H)-yl)ethan-1-one